N-(thiazol-2-yl)benzenesulfonamide 2,2,2-trifluoroacetate FC(C(=O)O)(F)F.S1C(=NC=C1)NS(=O)(=O)C1=CC=CC=C1